FC1(CN(CC1)C(=O)[C@H]1C[C@H](CC=2N1C(N(N2)CC2=C(C(=NC=C2)C(F)(F)F)F)=O)C)F |r| (5RS,7RS)-5-[(3,3-Difluoropyrrolidin-1-yl)carbonyl]-2-{[3-fluoro-2-(trifluoromethyl)pyridin-4-yl]methyl}-7-methyl-5,6,7,8-tetrahydro[1,2,4]triazolo[4,3-a]pyridin-3(2H)-on